CC(CCOC=CC(CCCCCCCCC)C)CCCC(C)C 1-((3,7-dimethyloctyl)oxy)-3-methyldodec-1-ene